8-chloro-1,1-diethoxy-2-octyne ClCCCCCC#CC(OCC)OCC